CC1(OCCC(C1)C(=O)O)C 2,2-dimethyltetrahydro-2H-pyran-4-carboxylic acid